C1CC(CCC1)=O C3-cyclohexanone